ClC1=C(C=C(N)C=C1)F 4-chloro-3-fluoro-aniline